C(C)(C)(C)OC(=O)N1C(C=CCC1)C1=CC(=CC=C1)[N+](=O)[O-] (3-nitrophenyl)-5,6-dihydropyridine-1(2H)-carboxylic acid tert-butyl ester